C[C@H]1[C@H](C[C@H]2[C@@H]1[C@@H](OC=C2C(=O)O)O[C@H]3[C@@H]([C@H]([C@@H]([C@H](O3)CO)O)O)O)O The molecule is a cyclopentapyran that is 1,4a,5,6,7,7a-hexahydrocyclopenta[c]pyran-4-carboxylic acid substituted at positions 1, 6 and 7 by beta-D-glucosyloxy, hydroxy and methyl groups respectively It has a role as a plant metabolite. It is a cyclopentapyran, an alpha,beta-unsaturated monocarboxylic acid and a glucoside. It is a conjugate acid of a loganate.